FC(C(=O)O)(F)F.N1(CCNCC1)C=1C=C(C=CC1)N1C(NC(CC1)=O)=O 1-(3-(Piperazin-1-yl)phenyl)dihydropyrimidine-2,4(1H,3H)-dione Trifluoroacetate